C1(CC1)N1C(=CC(=C1C)S(=O)(=O)C=1C=C2C=NNC2=CC1)C(=O)O 1-cyclopropyl-4-(1H-indazol-5-ylsulfonyl)-5-methyl-pyrrole-2-carboxylic acid